ClC=1C(=NC(=NC1)N[C@H]1COCCC1)C1=CC=C2CN(C(C2=C1)=O)CC(=O)N[C@H](CO)C1=CC(=CC=C1)OC 2-[6-(5-chloro-2-{[(3R)-oxacyclohex-3-yl]amino}pyrimidin-4-yl)-1-oxo-2,3-dihydro-1H-isoindol-2-yl]-N-[(1S)-2-hydroxy-1-(3-methoxyphenyl)ethyl]acetamide